1,4-bis(3-aminophenyl)but-1-en-3-yne NC=1C=C(C=CC1)C=CC#CC1=CC(=CC=C1)N